C1(CCC1)OC1=CC=C2C(NN=C(C2=C1)CC=1C=C(C2=C(CCO2)C1)C(=O)N1CCN(CC1)C=1C=C(C#N)C=CN1)=O 2-(4-(5-((7-cyclobutoxy-4-oxo-3,4-dihydrophthalazin-1-yl)methyl)-2,3-dihydrobenzofuran-7-carbonyl)piperazin-1-yl)isonicotinonitrile